1,4-bis(3'-amino-5'-trifluoromethylphenoxy)biphenyl NC=1C=C(OC2(CC=C(C=C2)OC2=CC(=CC(=C2)C(F)(F)F)N)C2=CC=CC=C2)C=C(C1)C(F)(F)F